CC1=C2C(NC(C2=CC=C1)=O)=O 4-methyl-1,3-dioxo-1,3-dihydro-2H-isoindol